(S)-N-(3-(3-oxohexahydroimidazo[1,5-a]pyrazin-2(3H)-yl)bicyclo[1.1.1]pentan-1-yl)methanesulfonic acid Amide O=C1N(C[C@H]2N1CCNC2)C21CC(C2)(C1)NS(=O)(=O)C